Cl.Cl.N1CCC2(CC1)C(C=1C(=NC=CC1)C2)N 5,7-dihydro-spiro[cyclopenta[b]pyridin-6,4'-piperidin]-5-amine dihydrochloride